O1[C@H](COC2=C1C=CC=C2)C2=CC=C(CCN)C=C2 1-{4-[(2S)-2,3-dihydro-1,4-benzodioxin-2-yl]benzyl}-N-methyl-amine